C(C1=CC=CC=C1)N1CC(CC1)NC1=C2C(=NC=C1C(=O)NC)NC=C2 4-((1-Benzylpyrrolidin-3-yl)amino)-N-methyl-1H-pyrrolo[2,3-b]pyridine-5-carboxamide